C[Ge](C)(C)C Tetramethyl-germane